4-Chloropyrido[4,3-d]pyrimidine ClC=1C2=C(N=CN1)C=CN=C2